8-Oxabicyclo[3.2.1]octane-3-one C12CC(CC(CC1)O2)=O